ClC=1C=C(C=CC1)N1C(\C(\CC1=O)=C\C1=C(OCC2=CC=C(C=C2)C2=NC=C(C(=O)OCC(F)(F)F)C=C2)C=CC=C1)=O 2,2,2-Trifluoroethyl (E)-6-(4-((2-((1-(3-chlorophenyl)-2,5-dioxopyrrolidin-3-ylidene)methyl)phenoxy)methyl)phenyl)nicotinate